(S)-3-(cyclopropylmethoxy)-N-(1-(1-(5-((dimethyl(oxo)-λ6-sulfaneylidene)amino)pyridin-2-yl)-1H-1,2,4-triazol-5-yl)ethyl)-5-(trifluoromethyl)benzamide C1(CC1)COC=1C=C(C(=O)N[C@@H](C)C2=NC=NN2C2=NC=C(C=C2)N=S(=O)(C)C)C=C(C1)C(F)(F)F